C1(=CC=CC=C1)C1C2=C(OCCC1)C(=CC(=C2)C2=C(C=CC=C2)C2=NN=NN2C(C2=CC=CC=C2)(C2=CC=CC=C2)C2=CC=CC=C2)NC(OC(C)(C)C)=O tert-butyl (5-phenyl-7-(2-(1-trityl-1H-tetrazol-5-yl)phenyl)-2,3,4,5-tetrahydrobenzo[b]oxepin-9-yl)carbamate